ClC=1C=C(C=CC1Cl)C=1N(C(=CC(C1C(=O)OCC)=O)OC=1C=NC(=CC1)F)CC ethyl 2-(3,4-dichlorophenyl)-1-ethyl-6-[(6-fluoro-3-pyridyl)oxy]-4-oxo-pyridine-3-carboxylate